rac-4-((2R,3S,4S,5R)-3-(3,4-difluoro-2-methoxyphenyl)-4,5-dimethyl-1,1-dioxido-5-(trifluoromethyl)tetrahydrothiophene-2-carboxamido)picolinamide FC=1C(=C(C=CC1F)[C@H]1[C@@H](S([C@]([C@H]1C)(C(F)(F)F)C)(=O)=O)C(=O)NC1=CC(=NC=C1)C(=O)N)OC |r|